C1(=CC=CC=C1)S(=O)(=O)[O-].[Cu+2].C1(=CC=CC=C1)S(=O)(=O)[O-] copper phenyl-sulphonate